2-[6-amino-5-[8-[2-[3-[3-(hydroxymethyl)azepan-1-yl]prop-1-ynyl]-4-pyridyl]-3,8-diazabicyclo[3.2.1]octan-3-yl]pyridazin-3-yl]phenol NC1=C(C=C(N=N1)C1=C(C=CC=C1)O)N1CC2CCC(C1)N2C2=CC(=NC=C2)C#CCN2CC(CCCC2)CO